(R)-N-(1-(3-(5-(Acetamidomethyl)thiophen-2-yl)phenyl)ethyl)-2-methyl-5-(piperidin-4-ylamino)benzamide C(C)(=O)NCC1=CC=C(S1)C=1C=C(C=CC1)[C@@H](C)NC(C1=C(C=CC(=C1)NC1CCNCC1)C)=O